N-(5-(2-(1-cyclopropylethyl)-7-(dimethylphosphoryl)-1-oxoisoindolin-5-yl)-4-methylthiazol-2-yl)cyclopropanecarboxamide C1(CC1)C(C)N1C(C2=C(C=C(C=C2C1)C1=C(N=C(S1)NC(=O)C1CC1)C)P(=O)(C)C)=O